N(=[N+]=[N-])C1CC2(CN(C2)C(=O)C2=C(C=C(C=C2)F)OC2CC2)C1 (6-azido-2-azaspiro[3.3]heptan-2-yl)(2-cyclopropoxy-4-fluorophenyl)methanone